OC1=C(C(=O)NCCCCCCCC(=O)O)C=CC(=C1)OC 8-[N-(2-hydroxy-4-methoxybenzoyl)amino]caprylic acid